2,6-dimethylpiperidinomethylsilane CC1N(C(CCC1)C)C[SiH3]